NC1=NC=CC=C1C1CC1 2-amino-3-cyclopropylpyridine